6-(4-(3-chloro-4-fluorophenyl)-1-(2-cyclopropylethyl)-1H-imidazol-5-yl)imidazo[1,2-b]pyridazine-3-carbonitrile ClC=1C=C(C=CC1F)C=1N=CN(C1C=1C=CC=2N(N1)C(=CN2)C#N)CCC2CC2